FC(C1=C(CN2N=CC(=C2)NC(=O)C2=NOC(=C2)C2=NC=CC=C2)C=CC(=C1)C(F)(F)F)(F)F N-(1-(2,4-bis(trifluoromethyl)benzyl)-1H-pyrazol-4-yl)-5-(pyridin-2-yl)isoxazole-3-carboxamide